C1C(OC2=C(C1=O)C=CC(=C2)O)C3=CC=C(C=C3)O The molecule is a dihydroxyflavanone in which the two hydroxy substituents are located at positions 4' and 7. It has a role as a Brassica napus metabolite and a fungal xenobiotic metabolite. It is a dihydroxyflavanone, a polyphenol and a member of 4'-hydroxyflavanones. It derives from a flavanone.